2-chloro-1,3-dithiane ClC1SCCCS1